4-({[(2R,4R)-2-(4-methoxyphenyl)-1,3-dioxan-4-yl]methoxy}methyl)-1-methylpyrrolidin-2-one COC1=CC=C(C=C1)[C@@H]1OCC[C@@H](O1)COCC1CC(N(C1)C)=O